methyl 3-(1H-indazol-4-yl)isonicotinate N1N=CC2=C(C=CC=C12)C1=C(C(=O)OC)C=CN=C1